(4-(4-(Benzo[d]thiazol-7-yl)phenyl)-4-hydroxypiperidin-1-yl)(2-ethynylthiazol-4-yl)methanone S1C=NC2=C1C(=CC=C2)C2=CC=C(C=C2)C2(CCN(CC2)C(=O)C=2N=C(SC2)C#C)O